Triphenylcarbon tetrakis(2,3,4,6-tetrafluorophenyl)borate FC1=C(C(=CC(=C1F)F)F)[B-](C1=C(C(=C(C=C1F)F)F)F)(C1=C(C(=C(C=C1F)F)F)F)C1=C(C(=C(C=C1F)F)F)F.C1(=CC=CC=C1)[C+](C1=CC=CC=C1)C1=CC=CC=C1